FC(C(C1=CC=CC2=CC=CC=C12)CC(C)(S(=O)N)C)F (2,2-difluoro-1-(naphthalen-1-yl)ethyl)-2-methylpropane-2-sulfinamide